2-hexyldecyl 7-{({[1-(N,N-dimethylglycyl)piperidin-4-yl]oxy}carbonyl)[2-oxo-2-(tetradecyloxy)ethyl]amino}heptanoate CN(CC(=O)N1CCC(CC1)OC(=O)N(CCCCCCC(=O)OCC(CCCCCCCC)CCCCCC)CC(OCCCCCCCCCCCCCC)=O)C